azabenzsilole [SiH2]1N=CC2=C1C=CC=C2